C1(=CC(=CC(=C1)C)C)NC(OC)=O methyl 3,5-Xylylcarbamate